6-(Azetidin-1-yl)-N-[2-(cyclobutyloxy)-6-fluorobenzene-1-sulfonyl]-4-fluoro-1-benzofuran-2-carboxamide N1(CCC1)C1=CC2=C(C=C(O2)C(=O)NS(=O)(=O)C2=C(C=CC=C2F)OC2CCC2)C(=C1)F